ζ-enantholactone C1(CCCCCCO1)=O